FC=1C(=NC=C(C1)F)C(OC1=CC(N(C(=C1)C)C1=C(C(=NC=C1C)N1N=C(C=C1)C(=O)OC)F)=O)([2H])[2H] methyl 1-(4-((3,5-difluoropyridin-2-yl)methoxy-d2)-3'-fluoro-5',6-dimethyl-2-oxo-2H-[1,4'-bipyridin]-2'-yl)-1H-pyrazole-3-carboxylate